C[C@@H]1CN(C[C@@H](C1)C)C1=C(C=C(C=C1)C(F)(F)F)NS(=O)(=O)C=1C=C(C(=O)O)C=CC1OC 3-(N-(2-(cis-3,5-dimethylpiperidin-1-yl)-5-(trifluoromethyl)phenyl)sulfamoyl)-4-methoxybenzoic acid